6-(2,6-difluoro-4-(2-methyl-7-(methylthio)-2H-indazol-4-yl)benzyl)-6,7-dihydro-5H-pyrrolo[3,4-b]pyridin-5-one-7,7-d2 FC1=C(CN2C(C3=NC=CC=C3C2=O)([2H])[2H])C(=CC(=C1)C=1C2=CN(N=C2C(=CC1)SC)C)F